3,4-DIHYDRO-1H-2-BENZOPYRAN-4-CARBOXALDEHYDE C1OCC(C2=C1C=CC=C2)C=O